C(C1=CC=CC=C1)OC1=C(C=CC=C1)C1=CC(=NC=C1)C[C@]1(C[C@H](CC1)NS(=O)(=O)C)C=1OC=C(N1)CCl N-((1S,3S)-3-((4-(2-(benzyloxy)phenyl)pyridin-2-yl)methyl)-3-(4-(chloromethyl)oxazol-2-yl)cyclopentyl)methanesulfonamide